C(C)OC(=O)C=1NC=C(C1NCCOC(C)C)C1CC1 3-((2-isopropoxyethyl)amino)-4-cyclopropyl-1H-pyrrole-2-carboxylic acid ethyl ester